C1=CC=CC=2C3=CC=CC=C3C(C12)COC(=O)N[C@H](C(=O)OCC=C)CCCCNC(N(C[C@@H]([C@H]([C@@H]([C@@H](CO[Si](C(C)C)(C(C)C)C(C)C)O)O)O)O)C)=O prop-2-en-1-yl (2S)-2-({[(9H-fluoren-9-yl)methoxy]carbonyl}amino)-6-({methyl[(2S,3R,4R,5R)-2,3,4,5-tetrahydroxy-6-{[tris(propan-2-yl)silyl]oxy}hexyl]carbamoyl}amino)hexanoate